BrC1=CC=C(C=C1)N1CCC(CC1)COCC1CCN(CC1)C(=O)OC(C)(C)C tert-butyl 4-[[1-(4-bromophenyl)-4-piperidyl] methoxymethyl]piperidine-1-carboxylate